NC(C(C)(C)NC(C(=O)C1=C(C(=C(N1CC)C)C(=O)NC1=CC(=C(C=C1)F)C)C)=O)=O 5-(2-((1-amino-2-methyl-1-oxopropan-2-yl)amino)-2-oxoacetyl)-1-ethyl-N-(4-fluoro-3-methylphenyl)-2,4-dimethyl-1H-pyrrole-3-carboxamide